C(C)C1=C(C(=CC=C1)CC)N1N=C2C(=C1C1=C3C=CNC3=C(C=C1)F)CN(C2(C)C)CC(C(F)(F)F)(C)C 4-(2-(2,6-diethylphenyl)-6,6-dimethyl-5-(3,3,3-trifluoro-2,2-dimethylpropyl)-2,4,5,6-tetrahydropyrrolo[3,4-c]pyrazol-3-yl)-7-fluoro-1H-indole